6-chloro-N4-(tetrahydro-2H-pyran-4-yl)pyridine-3,4-diamine ClC1=CC(=C(C=N1)N)NC1CCOCC1